Diazabicyclo[3.3.1]nonane-7-d N12NCCC(CC(C1)[2H])C2